Methyl 6-[(1-acetylazetidin-3-yl)amino]-2-(3-azabicyclo[2.2.1]heptan-3-yl)pyrimidine-4-carboxylate C(C)(=O)N1CC(C1)NC1=CC(=NC(=N1)N1CC2CCC1C2)C(=O)OC